(R)-2-(2-((5-(3-(1-aminoethyl)phenyl)benzofuran-3-yl)methoxy)phenyl)acetic acid N[C@H](C)C=1C=C(C=CC1)C=1C=CC2=C(C(=CO2)COC2=C(C=CC=C2)CC(=O)O)C1